4-([1,1'-biphenyl]-4-yl)-7-isopropyl-11-oxo-2,6,7,11-tetrahydro-1H-furo[2,3-H]pyrido[2,1-a]isoquinoline-10-carboxylic acid C1(=CC=C(C=C1)C1=CC=2CC(N3C(C2C2=C1OCC2)=CC(C(=C3)C(=O)O)=O)C(C)C)C3=CC=CC=C3